(Z)-5-benzyl-3-(p-tolyl)thiazolidin-4-one C(C1=CC=CC=C1)C1C(N(CS1)C1=CC=C(C=C1)C)=O